COC=1C=C2C(=NC=NC2=CC1OC)NC(C)C1=CC(=CS1)C1=C(C=O)C=CC=C1 2-(5-(1-((6,7-dimethoxyquinazolin-4-yl)amino)ethyl)thiophen-3-yl)benzaldehyde